bitriphenylenyl C1(=CC=CC=2C3=CC=CC=C3C3=CC=CC=C3C12)C1=CC=CC=2C3=CC=CC=C3C3=CC=CC=C3C12